methyl 4-bromo-1-(4-(trifluoromethyl) benzyl)-1H-indole-7-carboxylate BrC1=C2C=CN(C2=C(C=C1)C(=O)OC)CC1=CC=C(C=C1)C(F)(F)F